2-methoxy-5-(1-methoxycyclobutyl)benzenesulfonamide COC1=C(C=C(C=C1)C1(CCC1)OC)S(=O)(=O)N